ClC1=CC=C2C=C(NC2=C1)S(=O)(=O)NC1=NC=C(C(=N1)OC)C(C(F)F)([2H])[2H] 6-chloro-N-[5-(1,1-dideuterio-2,2-difluoro-ethyl)-4-methoxy-pyrimidin-2-yl]-1H-indole-sulfonamide